phenyl-3,4-difluorobenzenesulfonate C1(=CC=CC=C1)OS(=O)(=O)C1=CC(=C(C=C1)F)F